2-(phosphonomethyl)pentane P(=O)(O)(O)CC(C)CCC